CC(=CC(=O)OC\C=C(\C)/CCC=C(C)C)C Neryl 3,3-dimethylacrylate